(R)-2-(6-cyano-2,4-dioxo-1,4-dihydroquinazolin-3(2H)-yl)-N-(1-(5-cyano-3-fluoropyridin-2-yl)ethyl)acetamide C(#N)C=1C=C2C(N(C(NC2=CC1)=O)CC(=O)N[C@H](C)C1=NC=C(C=C1F)C#N)=O